C(C)(C)(C)OOC=1C(=C(C=CC1)C(C)C)OOC(C)(C)C bis(tertiary-butyl-peroxy)cumene